ethyl (S)-3,4-bis((tert-butyldimethylsilyl)oxy)butanoate [Si](C)(C)(C(C)(C)C)O[C@@H](CC(=O)OCC)CO[Si](C)(C)C(C)(C)C